divinyl-tetrathiafulvene C(=C)C(=C1S=SS=S1)C=C